tert-butyl (S)-2-(4-(2,2-difluoropropyl)piperazin-1-carbonyl)pyrrolidin-1-carboxylate FC(CN1CCN(CC1)C(=O)[C@H]1N(CCC1)C(=O)OC(C)(C)C)(C)F